(R)-2-((1-(3-(4-fluorophenyl)-2,7-dimethyl-1-oxo-1,2-dihydroisoquinolin-5-yl)ethyl)amino)benzoic acid FC1=CC=C(C=C1)C=1N(C(C2=CC(=CC(=C2C1)[C@@H](C)NC1=C(C(=O)O)C=CC=C1)C)=O)C